2-(3-((t-Butoxycarbonyl)amino)phenoxy)-2-methylpropanoic acid ethyl ester C(C)OC(C(C)(C)OC1=CC(=CC=C1)NC(=O)OC(C)(C)C)=O